NC1CCC(CC1)NC1=NC=CC(=N1)C=1C(=NC=CC1)OC1=C(C(=C(C=C1)NS(=O)(=O)CC1=CC=CC=C1)F)F N-(4-((3-(2-(((1r,4r)-4-aminocyclohexyl)amino)pyrimidin-4-yl)pyridin-2-yl)oxy)-2,3-difluorophenyl)-1-phenylmethanesulfonamide